CC(CC(=O)NC(C(=O)O)CCN(CCCCC1=NC=2NCCCC2C=C1)CCOC1=NC=C(N=C1)C)(C)C 2-(3,3-dimethylbutanoylamino)-4-[2-(5-methylpyrazin-2-yl)oxyethyl-[4-(5,6,7,8-tetrahydro-1,8-naphthyridin-2-yl)butyl]amino]butanoic acid